(R)-4-((4,4-difluoro-3-methylpiperidin-1-yl)methyl)benzo[cd]indol-2(1H)-one FC1([C@@H](CN(CC1)CC=1C=C2C3=C(C(NC3=CC=C2)=O)C1)C)F